FC1=C2CCC(C2=CC=C1[N+](=O)[O-])OP(=O)(N1CC1)N1CC1 Bis(aziridin-1-yl)phosphinic acid 4-fluoro-5-nitro-2,3-dihydro-1H-inden-1-yl ester